[N+](=[N-])=C(C(C(C)C)=O)S(=O)(=O)C1=CC=C(C)C=C1 diazo-1-(p-toluenesulfonyl)-3-methyl-2-butanone